[Pd].C(C)(C)(C)P(C(C)(C)C)C(C)(C)C.C(C)(C)(C)P(C(C)(C)C)C(C)(C)C bis(tri-tert-butyl-phosphine) palladium (0)